NC1=NC(=C2N(C(NC2=N1)=O)CC1CC1)Cl amino-6-chloro-7-(cyclopropylmethyl)-7,9-dihydro-8H-purin-8-one